C1(CC1)OC(=O)C(=O)N1CCN(CC1)C(C=1C(=CCC(C1)=CC1OC(C2=CC=CC=C12)=O)F)=O 1-(cyclopropylcarboxyformyl)-4-[5-(3-oxo-3H-isobenzofuran-1-ylmethylene)-2-fluorobenzoyl]piperazine